1-[3-(4-Bromo-2-methyl-2H-pyrazol-3-yl)-4-methoxyphenyl]-3-(4-chloro-2-morpholin-4-yl-phenyl)-urea BrC1=C(N(N=C1)C)C=1C=C(C=CC1OC)NC(=O)NC1=C(C=C(C=C1)Cl)N1CCOCC1